3-(cyclopropylmethyl)-1-methyl-[[4-[5-(trifluoromethyl)-1,2,4-oxadiazol-3-yl]phenyl]methyl]urea C1(CC1)CNC(N(C)CC1=CC=C(C=C1)C1=NOC(=N1)C(F)(F)F)=O